4,7,9,10-tetrahydro-6H-dipyrano[3,4-b:4',3'-d]Pyran-1,6(2H)-dione C1(COCC=2OC(C3=C(C21)CCOC3)=O)=O